2-ethylquinolin C(C)C1=NC2=CC=CC=C2C=C1